2-(2-aminoethylmethylamino)ethanol NCCN(CCO)C